(6-(4-((4-(1H-pyrazol-4-yl)phenyl)-amino)-pyrimidin-2-yl)-1H-indol-2-yl)(3-morpholino-piperidin-1-yl)methanone N1N=CC(=C1)C1=CC=C(C=C1)NC1=NC(=NC=C1)C1=CC=C2C=C(NC2=C1)C(=O)N1CC(CCC1)N1CCOCC1